Cl.F[C@@H]1CNCC[C@@H]1N(C(OCC1=CC=CC=C1)=O)C cis-benzyl (3-fluoropiperidin-4-yl)(methyl)carbamate hydrochloride